C1N(CC12CCOCC2)C2=CC=C(C=C2)N2N=NC1=C2C=C(C(=C1C(F)(F)F)F)B(O)O (1-(4-(7-Oxa-2-azaspiro[3.5]nonan-2-yl)phenyl)-5-fluoro-4-(trifluoromethyl)-1H-benzo[d][1,2,3]triazol-6-yl)boronic Acid